ClC=1C=C(C=CC1F)NC(=O)C1=C(N=CN1C)C1CC2CC(CC2C1)(C1=C(C=NN1)C)O N-(3-chloro-4-fluorophenyl)-4-(5-hydroxy-5-(4-methyl-1H-pyrazol-5-yl)octahydropentalen-2-yl)-1-methyl-1H-imidazole-5-carboxamide